methyl (S)-3-(3-(tert-butyl)-5-(3,5-dimethyl-1H-pyrazol-1-yl)phenyl)-4-(8,8-difluoro-2,6-diazaspiro[3.4]octane-6-yl)butanoate C(C)(C)(C)C=1C=C(C=C(C1)N1N=C(C=C1C)C)[C@H](CC(=O)OC)CN1CC2(CNC2)C(C1)(F)F